BrC1=CC(=CC(=C1)CCCCCC)CCCCCC 1-bromo-3,5-dihexylbenzene